OC1C=CC(N(C1)C(\C=C\C1=NC=CC=N1)=O)=O 5-hydroxy-1-[(2E)-3-(pyrimidin-2-yl)prop-2-enoyl]-5,6-dihydropyridin-2(1H)-one